C(C)(C)(C)OC(=O)N=[S@@](=O)(C1=C(C=C(C=C1)C)O[C@H]1C[C@H](CCC1)CC=O)N1[C@@H](CCC1)C(=O)OC methyl ((S)-N-(tert-butoxycarbonyl)-4-methyl-2-(((1R,3S)-3-(2-oxoethyl)cyclohexyl)oxy)phenylsulfonimidoyl)-L-prolinate